N-(2-(5-isopropyl-1,3,4-oxadiazol-2-yl)thiophen-3-yl)-2-(4-methoxyphenyl)acetamide C(C)(C)C1=NN=C(O1)C=1SC=CC1NC(CC1=CC=C(C=C1)OC)=O